ClC1=C2C=CNC2=CC(=C1)NC1=NC2=C(N1)C=CC(=C2)C2=CC(=CC=C2)COC N-(4-chloro-1H-indol-6-yl)-5-[3-(methoxymethyl)phenyl]-1H-1,3-benzodiazole-2-amine